FC=1C=CC(=C(C1)C1=C(N=NC(=C1)C1=C(C=CC(=C1)F)C)NC1C[C@@H]2[C@@H](CN(C2)CC2CCOCC2)C1)C (3aR,5s,6aS)-N-(4,6-bis(5-fluoro-2-methylphenyl)pyridazin-3-yl)-2-((tetrahydro-2H-pyran-4-yl)methyl)octahydrocyclopenta[c]pyrrol-5-amine